C(C)NC(C(CCCC(=O)N)=O)=O N6-ethyl-5-oxohexandiamid